BrC=1C=2C(N=C3N(C2C=CC1)C1=CC(=CC=C1C3(C)C)N3CCN(CC3)CC3=CC=C(C=N3)N3CCC(CC3)C3=CC(=C(C(=C3)F)C3C(NC(CC3)=O)=O)F)=O 3-(4-(1-(6-((4-(4-bromo-7,7-dimethyl-5-oxo-5,7-dihydroindolo[1,2-a]quinazolin-10-yl)piperazin-1-yl)methyl)pyridin-3-yl)piperidin-4-yl)-2,6-difluorophenyl)piperidine-2,6-dione